ClC=1C=C(C=CC1)C=1SC(=C(N1)C(F)(F)F)C1=NN(C(C=C1)=O)CC(=O)NCC 2-(3-(2-(3-chlorophenyl)-4-(trifluoromethyl)thiazol-5-yl)-6-oxopyridazin-1(6H)-yl)-N-ethylacetamide